C(C)OC(CCC(=O)C1=NC(=CC(=C1O)C#N)CC1=CC=C(C=C1)OC(F)(F)F)=O 4-[4-Cyano-6-(4-trifluoromethoxy-benzyl)-3-hydroxy-pyridin-2-yl]-4-oxo-butyric acid ethyl ester